C(#N)[C@H](C[C@H]1C(NCC1)=O)NC(=O)[C@H]1N(CC[C@@H](C1)C)C([C@@H](NC(C(F)(F)F)=O)C(C)(C)C)=O (2S,4S)-N-{(1S)-1-cyano-2-[(3S)-2-oxopyrrolidin-3-yl]ethyl}-4-methyl-1-[3-methyl-N-(trifluoroacetyl)-L-valinyl]piperidine-2-carboxamide